4-(2-formylphenoxy)benzaldehyde C(=O)C1=C(OC2=CC=C(C=O)C=C2)C=CC=C1